(R)-2-chloro-N-(1-(4'-isopropyl-[1,1'-biphenyl]-3-yl)ethyl)-6,7-dimethoxyquinazoline-4-amine ClC1=NC2=CC(=C(C=C2C(=N1)N[C@H](C)C=1C=C(C=CC1)C1=CC=C(C=C1)C(C)C)OC)OC